(1R,3S,4R)-N-((S)-1-cyano-2-((S)-2-oxopiperidin-3-yl)ethyl)-2-((2,5-difluorophenyl)-L-alanyl)-5,5-difluoro-2-azabicyclo[2.2.2]octane-3-carboxamide C(#N)[C@H](C[C@H]1C(NCCC1)=O)NC(=O)[C@H]1N([C@H]2CC([C@@H]1CC2)(F)F)C([C@@H](NC2=C(C=CC(=C2)F)F)C)=O